NCC1CCC12CCN(CC2)C(=O)OC(C)(C)C tert-butyl 1-(aminomethyl)-7-azaspiro[3.5]nonane-7-carboxylate